C(C)OC=1C=C(C(=O)O)C=CC1O 3-Ethoxy-4-hydroxybenzoic acid